(S)-2-{[(2r,3r,4r,5r)-5-(2-oxo-3-amino-pyrimidin-1-yl)-4-fluoro-3-hydroxy-4-methyl-tetrahydro-furan-2-ylmethoxy]-phenoxy-phosphorylamino}-3-methyl-butyric acid methyl ester COC([C@H](C(C)C)N=P(=O)OC1=C(C=CC=C1)OC[C@H]1O[C@H]([C@]([C@@H]1O)(C)F)N1C(N(CC=C1)N)=O)=O